tert-butyl [(1S,3R)-4-hydroxy-1-(hydroxymethyl)-3-methylbutyl]carbamate OC[C@@H](C[C@@H](CO)NC(OC(C)(C)C)=O)C